8-Methyl-2-(((1-((6-methylpyridin-2-yl)methyl)piperidin-4-yl)thio)methyl)quinazolin-4(3H)-one CC=1C=CC=C2C(NC(=NC12)CSC1CCN(CC1)CC1=NC(=CC=C1)C)=O